N1(CCN(CCN(CC1)CC=1C(=C(C(=O)NC(CO)O)C=C(C1)C)O)CC=1C(=C(C(=O)NC(CO)O)C=C(C1)C)O)CC=1C(=C(C(=O)NC(CO)O)C=C(C1)C)O 3,3',3''-[1,4,7-triazonane-1,4,7-triyltris(methylene)]tris[N-(1,2-dihydroxyethyl)-2-hydroxy-5-methylbenzamide]